3,3-difluoro-N-(6-(5-methyl-1,3,4-thiadiazol-2-yl)isoquinolin-3-yl)cyclobutane-1-carboxamide FC1(CC(C1)C(=O)NC=1N=CC2=CC=C(C=C2C1)C=1SC(=NN1)C)F